ClC1=CC=C2C(=CNC2=C1OC)S(=O)(=O)NC1=NC(=C(C=C1F)Cl)OC 6-chloro-N-(5-chloro-3-fluoro-6-methoxypyridin-2-yl)-7-methoxy-1H-indole-3-sulfonamide